5-(2-bromoethyl)-3,3-diethylpyrrolidin-2-one BrCCC1CC(C(N1)=O)(CC)CC